3,5-bis-(2,4,6-trimethylphenyl)-phenylbromide CC1=C(C(=CC(=C1)C)C)C=1C=C(C=C(C1)C1=C(C=C(C=C1C)C)C)Br